((5-fluoropyridin-2-yl)amino)-4-((2-(N-methyl-methanesulfonamido)-4-morpholinophenyl)amino)nicotinamide FC=1C=CC(=NC1)NC1=C(C(=O)N)C(=CC=N1)NC1=C(C=C(C=C1)N1CCOCC1)N(S(=O)(=O)C)C